(2-chloro-6-methylpyridin-3-yl)acetic acid ClC1=NC(=CC=C1CC(=O)O)C